N-[(1R,2S)-2-fluorocyclopropyl]-6-[4-(3-hydroxyprop-1-yn-1-yl)-2,3-dihydroindol-1-yl]-8-(methylamino)imidazo[1,2-b]pyridazine-3-carboxamide F[C@@H]1[C@@H](C1)NC(=O)C1=CN=C2N1N=C(C=C2NC)N2CCC1=C(C=CC=C21)C#CCO